1-hexadecyl-2-(9Z-pentadecenoyl)-glycero-3-phosphoserine CCCCCCCCCCCCCCCCOC[C@H](COP(=O)(O)OC[C@@H](C(=O)O)N)OC(=O)CCCCCCC/C=C\CCCCC